COC=1C=C(C=CC1OC)/C=C/C(=O)C1=C(C=C(C=C1OC)OCC1=CC=CC=C1)O (E)-3-(3,4-Dimethoxyphenyl)-1-(2-hydroxy-6-methoxy-4-phenylmethoxyphenyl)prop-2-en-1-one